NC1=NC=C(C=2C1=NC(=C(N2)N[C@H]2C[C@H](CC2)O)CC)C=2C=NN(C2)C2CCN(CC2)CC(C)(C)O (1S,3R)-3-((5-amino-3-ethyl-8-(1-(1-(2-hydroxy-2-methylpropyl)piperidin-4-yl)-1H-pyrazol-4-yl)pyrido[3,4-b]pyrazin-2-yl)amino)cyclopentan-1-ol